FC1(C(NC(C2=CC=C(C=C12)[N+](=O)[O-])=O)O)F 4,4-difluoro-3-hydroxy-6-nitro-2,3-dihydroisoquinolin-1-one